2-(3-((2S,6R)-2,6-dimethylmorpholine-4-carbonyl)-5,6-dihydrocyclopenta[c]pyrazol-1(4H)-yl)-1-(4-(1,2,3,4-tetrahydronaphthalen-1-yl)piperazin-1-yl)ethanone C[C@H]1CN(C[C@H](O1)C)C(=O)C=1C2=C(N(N1)CC(=O)N1CCN(CC1)C1CCCC3=CC=CC=C13)CCC2